S1N=C(C2=C1C=CC=C2)N2CCN(CC2)CCC2CC(C(CC2)N)F 4-(2-(4-(benzo[d]isothiazol-3-yl)piperazin-1-yl)ethyl)-2-fluorocyclohexane-1-amine